N(/N)=C\1/CC[C@@H]2[C@@]1(CC[C@@H]1[C@]3(CCC=4N=C(SC4C3=CC[C@@H]21)NC2=C(C=CC=C2)OC)C)C (5aR,5bS,7aS,10aS,10bR,E)-8-hydrazineylidene-N-(2-methoxyphenyl)-5a,7a-dimethyl-5,5a,5b,6,7,7a,8,9,10,10a,10b,11-dodecahydro-4H-cyclopenta[7,8]phenanthro[2,1-d]thiazol-2-amine